[2-chloro-3-(3-chloro-2-piperazin-1-yl-6-quinolyl)phenyl]methanamine ClC1=C(C=CC=C1C=1C=C2C=C(C(=NC2=CC1)N1CCNCC1)Cl)CN